benzyl N-[[4-(7-chloro-2-oxo-indolin-5-yl)-1-methyl-pyrazol-3-yl]methyl]-N-[(2R)-2-(methylamino)propyl]carbamate ClC=1C=C(C=C2CC(NC12)=O)C=1C(=NN(C1)C)CN(C(OCC1=CC=CC=C1)=O)C[C@@H](C)NC